N1CC2(CC1C(=O)N)CNC1=CC=CC=C12 spiro[indoline-3,3'-pyrrolidine]-5'-carboxamide